(E)-N-(1-(2-(3-(hydroxyamino)-3-oxoprop-1-en-1-yl)phenyl)piperidin-4-yl)-5-methyl-1-phenyl-1H-pyrazole-4-carboxamide ONC(/C=C/C1=C(C=CC=C1)N1CCC(CC1)NC(=O)C=1C=NN(C1C)C1=CC=CC=C1)=O